N-(4-(4-acetamidostyryl)thiazol-2-yl)-1-(pyridin-4-ylmethyl)-1H-pyrrole-2-carboxamide C(C)(=O)NC1=CC=C(C=CC=2N=C(SC2)NC(=O)C=2N(C=CC2)CC2=CC=NC=C2)C=C1